C(C[C@H]1CC[C@H]2[C@@H]3CCC4=CCC=C[C@]4(C)[C@H]3CC[C@]12C)CC(=O)[O-] pregna-1,4-diene-21-acetate